C(C)OCCOCC(F)F 2-(2-ethoxyethoxy)-1,1-difluoroethane